N-(2-fluoro-4-mercaptophenyl)-1-(4-fluorophenyl)-2-oxo-1,2-dihydropyridine-3-carboxamide FC1=C(C=CC(=C1)S)NC(=O)C=1C(N(C=CC1)C1=CC=C(C=C1)F)=O